FC(OC1=CC=C(C=N1)C1=NN(C=C1C1=C2C(=NC=C1)NC=C2)C)F 4-[3-[6-(Difluoromethoxy)-3-pyridyl]-1-methyl-pyrazol-4-yl]-1H-pyrrolo[2,3-b]pyridine